C1CCC2=C(C=3CCCC3C=C12)NC(=O)N(S(=O)(=N)C=1C=NN2CCOCCC21)C(C2=CC=CC=C2)(C2=CC=CC=C2)C2=CC=CC=C2 N-((1,2,3,5,6,7-hexahydro-s-indacen-4-yl)carbamoyl)-N-trityl-4,5,7,8-tetrahydropyrazolo[1,5-d][1,4]oxazepine-3-sulfonimidamide